C1=CC=CC=2OC3=C(OC21)C=CC=C3 dibenzo-p-dioxine